FC1=CSC2=C1OCC(C2)N(C(OC(C)(C)C)=O)C tert-butyl N-(3-fluoro-6,7-dihydro-5H-thieno[3,2-b]pyran-6-yl)-N-methyl-carbamate